(1R,4s)-4-(8-(2,4-dichlorophenylamino)-2-((S)-1-hydroxybutan-2-ylamino)-9H-purin-9-yl)cyclohexanecarboxamide ClC1=C(C=CC(=C1)Cl)NC=1N(C2=NC(=NC=C2N1)N[C@H](CO)CC)C1CCC(CC1)C(=O)N